S1N=CCC1 thiazolene